1-hydroxy-N-(1-(4-methoxyphenyl)-2-oxo-2-((4-(trimethylsilyl)phenyl)amino)ethyl)-5-oxopyrrolidine-3-carboxamide ON1CC(CC1=O)C(=O)NC(C(NC1=CC=C(C=C1)[Si](C)(C)C)=O)C1=CC=C(C=C1)OC